4-hydroxybenzo[b]thiophene-7-carbaldehyde OC1=CC=C(C=2SC=CC21)C=O